N-(3-bromo-5-fluorophenyl)-2-chloro-N-methyl-7-(trifluoromethyl)quinazolin-4-amine BrC=1C=C(C=C(C1)F)N(C1=NC(=NC2=CC(=CC=C12)C(F)(F)F)Cl)C